6-(bromomethyl)-2-(3,4-dichlorophenyl)-1-ethyl-4-oxo-pyridine-3-carboxylate BrCC1=CC(C(=C(N1CC)C1=CC(=C(C=C1)Cl)Cl)C(=O)[O-])=O